NC1=CC(=C(C(=N1)C1=C(C=C2C(=NC(=NC2=C1)OC[C@H]1N(CCC1)C)N1[C@H](CN(CC1)C(=O)OC(C)(C)C)C)Cl)C(F)(F)F)C tert-butyl (S)-4-(7-(6-amino-4-methyl-3-(trifluoromethyl)pyridin-2-yl)-6-chloro-2-(((S)-1-methylpyrrolidin-2-yl)methoxy)quinazolin-4-yl)-3-methylpiperazine-1-carboxylate